C(C=C)(=O)OCCCCCCCCCCCC[Si](OCC)(OCC)C acryloyloxydodecylmethyldiethoxysilane